1-(3-(8-(4-(trifluoromethyl)phenyl)imidazo[1,5-a]pyrimidin-6-yl)-pyrrolidin-1-yl)prop-2-en-1-one FC(C1=CC=C(C=C1)C=1N=C(N2C1N=CC=C2)C2CN(CC2)C(C=C)=O)(F)F